4-(((3,5-dimethyl-1-(1-(1-methylcyclobutane-1-carbonyl)piperidin-4-yl)-1H-pyrazol-4-yl)methyl)amino)-2-(2,6-dioxopiperidin-3-yl)isoindoline-1,3-dione CC1=NN(C(=C1CNC1=C2C(N(C(C2=CC=C1)=O)C1C(NC(CC1)=O)=O)=O)C)C1CCN(CC1)C(=O)C1(CCC1)C